C1(=CC=C(C=C1)N(C1=CC=C(C=C1)N(C1=CC=CC=C1)C1=CC=CC=C1)C1=CC=CC2=CC=CC=C12)C1=CC=C(C=C1)N(C1=CC=C(C=C1)N(C1=CC=CC=C1)C1=CC=CC=C1)C1=CC=CC2=CC=CC=C12 N1,N1'-(biphenyl-4,4'-diyl)bis(N1-(naphthalen-1-yl)-N4,N4'-diphenylbenzene-1,4-diamine)